tert-butyl (R)-4-((4-chloro-6-oxopyrimidin-1(6H)-yl)methyl)-4-hydroxy-3,3-dimethylpiperidine-1-carboxylate ClC=1N=CN(C(C1)=O)C[C@@]1(C(CN(CC1)C(=O)OC(C)(C)C)(C)C)O